C1=CC=CC=2NC(C3=C(CC21)C=CC=C3)=O 5,11-dihydro-6H-dibenzo[b,e]azepin-6-one